FC=1C(OC2=CC(=CC=C2C1C)OCCOCCOCCOCCO)=O 3-fluoro-7-(2-{2-[2-(2-hydroxyethoxy)ethoxy]ethoxy}ethoxy)-4-methyl-2H-chromen-2-one